FC1([C@@H](C1)C(=O)NC1=NN(C(=C1C1(CCC1)C)C1=CC=C(C=C1)F)C)F (S)-2,2-difluoro-N-(5-(4-fluorophenyl)-1-methyl-4-(1-methylcyclobutyl)-1H-pyrazol-3-yl)cyclopropane-1-carboxamide